CN1C=NC(=C1C=1C=NC(=CC1)C)C(=O)O 1-methyl-5-(6-methyl-3-pyridyl)imidazole-4-carboxylic acid